C[C@H]1N(C[C@H]1CS(=O)(=O)C)C=O ((2R,3R)-2-methyl-3-((methylsulfonyl)methyl)azetidin-1-yl)methanone